3-Methyl-6-(3-nitrophenyl)imidazo[1,2-b]pyridazine CC1=CN=C2N1N=C(C=C2)C2=CC(=CC=C2)[N+](=O)[O-]